5-(2,4-ditert-butoxypyrimidin-5-yl)-3-[(1S)-2,2-difluoro-1-[6-(2,2,2-trifluoroethoxy)pyrimidin-4-yl]ethoxy]-1-methyl-pyrazolo[3,4-c]pyridazine C(C)(C)(C)OC1=NC=C(C(=N1)OC(C)(C)C)C=1C=C2C(=NN1)N(N=C2O[C@H](C(F)F)C2=NC=NC(=C2)OCC(F)(F)F)C